3-amino-phenyl-boronic acid NC=1C=C(C=CC1)B(O)O